FC=1C=C2C=CC=C(C2=CC1)C1(CC1)NC(C1=C(C=CC(=C1)OC[C@H]1N(CC1)C)C)=O (s)-N-(1-(6-Fluoronaphthalen-1-yl)cyclopropyl)-2-methyl-5-((1-methylazetidin-2-yl)methoxy)benzamide